6-cyano-1H-benzo[d]imidazole C(#N)C=1C=CC2=C(NC=N2)C1